O=C1NC(CCC1N1C(C2=CC=C(C=C2C1)NC(OCC(F)(F)F)=O)=O)=O 2,2,2-trifluoroethyl (2-(2,6-dioxopiperidin-3-yl)-1-oxoisoindolin-5-yl)carbamate